(5-(dimethylamino)naphthalen-1-yl)phosphinic acid CN(C1=C2C=CC=C(C2=CC=C1)P(O)=O)C